NC=1C(=CC(=NC1)Cl)CC[C@@H](C)O (R)-4-(5-amino-2-chloropyridin-4-yl)-2-butanol